OCCCC#CC1=C(C=C(C=N1)C=1C=C(C=CC1C)NC(C1=CC(=NC=C1)C(F)(F)F)=O)N1CCOCC1 N-(3-(6-(5-hydroxy-pent-1-yn-1-yl)-5-morpholinopyridin-3-yl)-4-methyl-phenyl)-2-(trifluoro-methyl)isonicotinamide